2-((cyclohexylmethyl)carbamoyl)-4-oxo-4H-chromene-8-carboxylic acid C1(CCCCC1)CNC(=O)C=1OC2=C(C=CC=C2C(C1)=O)C(=O)O